5-(bicyclo[1.1.1]pentan-1-yl)-3-butyl-2-methyl-7-(4-methylpiperazin-1-yl)-1,1-dioxido-2,3,4,5-tetrahydrobenzo[f][1,2,5]thiadiazepin C12(CC(C1)C2)N2CC(N(S(C1=C2C=C(C=C1)N1CCN(CC1)C)(=O)=O)C)CCCC